NC=1C(=C(C(=C(C(=O)O)C1)C)F)F 5-amino-3,4-difluoro-2-methylbenzoic acid